C1(CC1)N1N=CC(=C1)C=1C=CC(=C(C1)O)C1=NC=C(N=C1)N(C)[C@@H]1[C@@H]([C@H]2CC[C@@H](C1)N2)F 5-(1-cyclopropyl-1H-pyrazol-4-yl)-2-(5-{[(1R,2R,3S,5S)-2-fluoro-8-azabicyclo[3.2.1]octan-3-yl](methyl)amino}pyrazin-2-yl)phenol